S1C(=CC2=C1C=CC=C2)C2=CC(=NN2CC2=C(C=CC=C2)Cl)C(=O)OCC Ethyl 5-(1-benzothiophen-2-yl)-1-[(2-chlorophenyl)methyl]-1H-pyrazole-3-carboxylate